C(C)(C)(C)[Si](OCC=1C=C(C=CC1B1OC(C(O1)(C)C)(C)C)NC(OC1CCC2(CO2)CC1)=O)(C)C 1-oxaspiro[2.5]octan-6-yl (3-(((tertbutyldimethylsilyl)oxy)methyl)-4-(4,4,5,5-tetramethyl-1,3,2-dioxaborolan-2-yl)phenyl)carbamate